1-(7-(4-(2-(2,6-Dichlorophenyl)imidazo[2,1-f][1,6]naphthyridin-9-yl)-1H-pyrazol-1-yl)-2-azaspiro[3.5]nonan-2-yl)ethan-1-one ClC1=C(C(=CC=C1)Cl)C=1N=C2C=3C=C(C=NC3C=CN2C1)C=1C=NN(C1)C1CCC2(CN(C2)C(C)=O)CC1